Tert-butyl 4-((2-cyanobenzyl) (2-methoxy-2-oxoethyl) carbamoyl)-4-methylpiperidine-1-carboxylate C(#N)C1=C(CN(C(=O)C2(CCN(CC2)C(=O)OC(C)(C)C)C)CC(=O)OC)C=CC=C1